C(C)(C)(C)C1=NC=C(C(=N1)OC1=CC=CC=C1)C(=O)N[C@@H](CC1=CC=CC=C1)\C=C\S(=O)(=O)C (S,E)-2-(tert-butyl)-N-(4-(methylsulfonyl)-1-phenylbut-3-en-2-yl)-4-phenoxypyrimidine-5-carboxamide